C(C)(=O)N1[C@H]([C@@H]([C@H](C2=CC(=CC=C12)C(=O)NC(CO)CO)NC1=CC=C(C=C1)C#N)C)C1CC1 (2S,3R,4R)-1-acetyl-4-((4-cyanophenyl)amino)-2-cyclopropyl-N-(1,3-dihydroxypropan-2-yl)-3-methyl-1,2,3,4-tetrahydroquinoline-6-carboxamide